1,3-dibromo-2-methoxybenzene BrC1=C(C(=CC=C1)Br)OC